FC1=CC=C(\C=C/2\ON(OS2)CCCCCCC(=O)NO)C=C1 (Z)-7-(5-(4-fluorobenzylidene)-2,4-dioxathiazolidine-3-yl)-N-hydroxyheptanamide